1-[1-(2,6-dioxo-3-piperidyl)-3-isopropyl-2-oxo-benzimidazol-4-yl]piperidine-4-carbaldehyde O=C1NC(CCC1N1C(N(C2=C1C=CC=C2N2CCC(CC2)C=O)C(C)C)=O)=O